FC1(CC(C1)CN1N=C(C(=C1C(=O)O)C)OC(C)(F)F)F 1-[(3,3-difluorocyclobutyl)methyl]-3-(1,1-difluoroethoxy)-4-methyl-1H-pyrazole-5-carboxylic acid